C1(CC1)C1=C(C(=NO1)C1=C(C=CC=C1Cl)Cl)CCN1CC2CCC(C1)N2C=2SC1=C(N2)C=CC(=C1)C(=O)O 2-(3-(2-(5-cyclopropyl-3-(2,6-dichlorophenyl)isoxazol-4-yl)ethyl)-3,8-diazabicyclo[3.2.1]octan-8-yl)benzo[d]thiazole-6-carboxylic acid